S1N=C(C=N1)C#N 1,2,5-thiadiazole-3-carbonitrile